2-(((1R)-1-(2-(8,8-difluoro-3-azabicyclo[3.2.1]octan-3-yl)-3,7-dimethyl-4-oxo-4H-pyrido[1,2-a]pyrimidin-9-yl)ethyl)amino)benzoic acid FC1(C2CN(CC1CC2)C=2N=C1N(C(C2C)=O)C=C(C=C1[C@@H](C)NC1=C(C(=O)O)C=CC=C1)C)F